2,4-diphenyl-6-(4-(4,4,5,5-tetramethyl-1,3,2-dioxaborolan-2-yl)-[1,1'-biphenyl]-2-yl)pyrimidine C1(=CC=CC=C1)C1=NC(=CC(=N1)C1=CC=CC=C1)C1=C(C=CC(=C1)B1OC(C(O1)(C)C)(C)C)C1=CC=CC=C1